N-methyl-perfluorobutanesulfonamide CNS(=O)(=O)C(C(C(C(F)(F)F)(F)F)(F)F)(F)F